4-Amino-3,3-dimethylbutyrate NCC(CC(=O)[O-])(C)C